ClC1=CC=C(OC2=CC=C(C=C2)C(CC(C)C)=O)C=C1 1-(4-(4-chlorophenoxy)phenyl)-3-methylbutan-1-one